IC1=CC=2C3=C(N(C2C=C1)CC(F)(F)F)C(=NC=N3)OC 8-iodo-4-methoxy-5-(2,2,2-trifluoroethyl)-5H-pyrimido[5,4-b]indole